Cl.C(C1=CC=CC=C1)N1NC(C(=C1N)N)(CCCCCCCCCCCCCCCCCC(=O)N)C 1-benzyl-4,5-diamino-3-methyl-pyrazolestearamide hydrochloride